NC(CO)(CO)CO TRIS(HYDROXYMETHYL)AMINOMETHANE